C(C)(C)(C)OC(=O)N1CC(=CC1)C1=NC=C(C(=N1)OCC1=CC=C(C=C1)OC)CC 3-(5-ethyl-4-((4-methoxybenzyl)oxy)pyrimidin-2-yl)-2,5-dihydro-1H-pyrrole-1-carboxylic acid tert-butyl ester